methyl (((((2R,3S,4R,5R)-5-(4-aminopyrrolo[2,1-f][1,2,4]triazin-7-yl)-5-cyano-3,4-dihydroxytetrahydrofuran-2-yl)methoxy)(phenoxy)phosphoryl)oxy)pivalate NC1=NC=NN2C1=CC=C2[C@]2([C@@H]([C@@H]([C@H](O2)COP(=O)(OC2=CC=CC=C2)OCC(C(=O)OC)(C)C)O)O)C#N